Perfluoro-(8-cyano-5-methyl-3,6-dioxa-1-octene) FC(=C(OC(C(OC(C(C#N)(F)F)(F)F)(C(F)(F)F)F)(F)F)F)F